7-bromo-3,4-dihydro-1H-isochromene BrC1=CC=C2CCOCC2=C1